NC1=C(C=C(C=N1)C(=O)N1CCN(CC1)C1C2=C(CS(C3=C1C=CC=C3)(=O)=O)C=CC=C2)C (6-amino-5-methyl-3-pyridyl)-[4-(5,5-dioxo-6,11-dihydrobenzo[c][1]benzothiepin-11-yl)piperazin-1-yl]methanone